COCCOC1=CC(=NC=N1)O[C@@H]1C[C@@H](N(C1)C(=O)OC(C)(C)C)C tert-butyl (2S,4R)-4-[6-(2-methoxyethoxy)pyrimidin-4-yl]oxy-2-methyl-pyrrolidine-1-carboxylate